1-(2-((1R,3S,4S)-3-((6-methylpyridin-2-yl)carbamoyl)-2-azabicyclo[2.2.1]heptan-2-yl)-2-oxoethyl)-5-(5,6,7,8-tetrahydronaphthalen-2-yl)-1H-indole-3-carboxamide CC1=CC=CC(=N1)NC(=O)[C@H]1N([C@@H]2CC[C@H]1C2)C(CN2C=C(C1=CC(=CC=C21)C2=CC=1CCCCC1C=C2)C(=O)N)=O